C(#C)C1NCCC1 2-ethynylpyrrolidin